Ethyl (2S,5R)-5-((1-(2-hydroxy-4-(trifluoromethyl)phenyl)pyrido[3,4-d]pyridazin-4-yl)amino)-1-methylpiperidine-2-carboxylate OC1=C(C=CC(=C1)C(F)(F)F)C1=C2C(=C(N=N1)N[C@@H]1CC[C@H](N(C1)C)C(=O)OCC)C=NC=C2